2-(2-chloroacetyl)-N-[(3R)-1-[7-(ethylamino)-5-fluoro-3-methyl-2-oxo-indolin-3-yl]-3-piperidyl]-2-azaspiro[3.3]heptane-6-carboxamide ClCC(=O)N1CC2(C1)CC(C2)C(=O)N[C@H]2CN(CCC2)C2(C(NC1=C(C=C(C=C21)F)NCC)=O)C